2-methyl-N-(1-(3-(pentafluorosulfanyl)phenyl)ethylidene)propane-2-sulfinylamine CC(C)(C)S(=O)N=C(C)C1=CC(=CC=C1)S(F)(F)(F)(F)F